N1N=C(C=C1)C(C)N 1-(3-pyrazolyl)-ethylamine